C(C)(C)(C)OC(=O)N1C(CC2=C(CC1)C=C(C=C2)N)C 7-amino-2-methyl-1,2,4,5-tetrahydro-3H-benzo[d]azepine-3-carboxylic acid tert-butyl ester